C(=O)O.N1CC(C1)N1CCCC2=CC(=CC(=C12)C1=C2C(=NC=C1)C=C(S2)CN2N=CC=CC2=O)Cl 2-[[7-[1-(azetidin-3-yl)-6-chloro-3,4-dihydro-2H-quinolin-8-yl]thieno[3,2-b]pyridin-2-yl]methyl]pyridazin-3-one, formic acid salt